1,1-di-tert-butyl-3,3,5-trimethyl-cyclohexane C(C)(C)(C)C1(CC(CC(C1)C)(C)C)C(C)(C)C